S(=O)(=O)([O-])C1=CC=C(C)C=C1.[NH+]1=CC=CC=C1 Pyridinium tosylate